Cl.O1CCNCCC1 1,4-oxazepane hydrochloride salt